ClCC(=O)NCC1CCN(CC1)S(=O)(=O)C1=CC=C(C=C1)OC(F)(F)F 2-Chloro-N-((1-((4-(trifluoromethoxy)phenyl)sulfonyl)piperidin-4-yl)methyl)acetamide